CC(COC1C=CC=CC=1)N(CCCl)CC1C=CC=CC=1.Cl PHENOXYBENZAMINE HYDROCHLORIDE